N1N=NN=C1OC1=CC2=C(C(=CO2)C(=O)NC2=CC=C(C=C2)OCC2=C(C=C(C=C2)F)Cl)C=C1 6-((1H-tetrazol-5-yl)oxy)-N-(4-((2-chloro-4-fluorobenzyl)oxy)phenyl)benzofuran-3-carboxamide